4-(Trifluoromethyl)bicyclo[2.2.1]heptane-1-carbonyl chloride FC(C12CCC(CC1)(C2)C(=O)Cl)(F)F